6-amino-2-[7-methoxy-8-(prop-2-enamido)naphthalen-2-yl]-N-(1-methylpiperidin-4-yl)pyrimidine-4-carboxamide NC1=CC(=NC(=N1)C1=CC2=C(C(=CC=C2C=C1)OC)NC(C=C)=O)C(=O)NC1CCN(CC1)C